2-[2-(6-chloropyridin-2-yl)-5-(ethylsulfonyl)-1-methyl-1H-imidazol-4-yl]-6,6,7,7-tetrafluoro-1-methyl-6,7-dihydro-1H-[1,4]dioxino[2,3-f]benzimidazole ClC1=CC=CC(=N1)C=1N(C(=C(N1)C1=NC2=C(N1C)C=C1C(=C2)OC(C(O1)(F)F)(F)F)S(=O)(=O)CC)C